B(=O)[O-] boranoate